2-(7,7-difluoro-9-methyl-9-azabicyclo[3.3.1]nonan-3-yl)-5-((2R,5S)-5-methylpiperidin-2-yl)benzo[d]thiazole Phosphorus (V) [P+5].FC1(CC2CC(CC(C1)N2C)C=2SC1=C(N2)C=C(C=C1)[C@@H]1NC[C@H](CC1)C)F